BrC1=NC=C(N=C1)OCC(F)(F)F 2-bromo-5-(2,2,2-trifluoroethoxy)pyrazine